(S)-N-((R or S)-(3-chloro-4-fluorophenyl)(2-(trifluoro-methyl)thiazol-4-yl)methyl)-2-oxooxazolidine-5-carboxamide ClC=1C=C(C=CC1F)[C@@H](NC(=O)[C@@H]1CNC(O1)=O)C=1N=C(SC1)C(F)(F)F |o1:8|